2-(benzyloxy)-N-(7-(methylamino)thieno[3,2-b]pyridin-6-yl)acetamide C(C1=CC=CC=C1)OCC(=O)NC=1C(=C2C(=NC1)C=CS2)NC